P(=O)(N)(Cl)Cl phosphoramidodichloridate